CC1=C(OC2=C(C=C(C=C2C1=O)C)[C@@H](C)NC=1C(=NC=CC1)C(=NO)N)C=1C=NC=CC1 3-[[(1R)-1-[3,6-Dimethyl-4-oxo-2-(3-pyridyl)chromen-8-yl]ethyl]amino]-N'-hydroxy-pyridine-2-carboxamidine